ClC1=C(CSC=2NC(=NN2)NC(=O)C=2NC(=CC2)\C=C\2/C(NC3=CC=CC=C23)=O)C=CC=C1 (Z)-N-(5-((2-chlorobenzyl)thio)-4H-1,2,4-triazol-3-yl)-5-((2-oxoindolin-3-ylidene)methyl)-1H-pyrrole-2-carboxamide